CC1(CC(=CCO1)C1=NC(=NC(=C1)OC1=CC=CC=C1)NS(=O)(=O)C=1C=NN(C1)C)C N-[4-(6,6-Dimethyl-2,5-dihydropyran-4-yl)-6-phenoxy-pyrimidin-2-yl]-1-methyl-pyrazole-4-sulfonamide